ClC1=C(OC2=NC=CC3=CC(=CC(=C23)O[C@H](C(F)(F)F)C)N2N=C(N(C2=O)CC)CO)C(=CC=C1OCCOC)F (S)-1-(1-(2-Chloro-6-fluoro-3-(2-methoxyethoxy)phenoxy)-8-((1,1,1-trifluoropropan-2-yl)oxy)isoquinolin-6-yl)-4-ethyl-3-(hydroxymethyl)-1H-1,2,4-triazol-5(4H)-one